C(C)C1=NSC(=N1)C=1C=CC(=C(C1)NCC(=O)N1CCC2=C(C=CC=C12)N1CCNCC1)C 2-((5-(3-ethyl-1,2,4-thiadiazol-5-yl)-2-methylphenyl)amino)-1-(4-(piperazin-1-yl)indolin-1-yl)ethan-1-one